6-(2-chloro-4-methylphenyl)-2-{[4-(4-methylpiperazin-1-yl)phenyl]amino}imidazo[1,2-a]pyrimido[5,4-e]pyrimidin-5(6H)-one ClC1=C(C=CC(=C1)C)N1C=2N(C3=C(C1=O)C=NC(=N3)NC3=CC=C(C=C3)N3CCN(CC3)C)C=CN2